zinc (3,5-bis(methoxycarbonyl) phenyl) phosphonate P(OC1=CC(=CC(=C1)C(=O)OC)C(=O)OC)([O-])=O.[Zn+2].COC(=O)C=1C=C(C=C(C1)C(=O)OC)OP([O-])=O